(4-methyl-3-pentenyl)cyclohexenecarboxaldehyde CC(=CCCC1=C(CCCC1)C=O)C